N-methyl-5-[methyl-(pyrrolidin-3-yl)amino]pyridine-2-carboxamide HCl salt Cl.CNC(=O)C1=NC=C(C=C1)N(C1CNCC1)C